BrC=1C(=C2C=NNC2=CC1)C(F)(F)F 5-bromo-4-(trifluoromethyl)-1H-indazole